(2R,3R,4R,5S)-4-[[3-(3-chloro-4-fluoro-2-methoxy-phenyl)-5-methyl-5-(trifluoromethyl)tetrahydrofuran-2-carbonyl]amino]-N-methyl-pyridine-2-carboxamide ClC=1C(=C(C=CC1F)[C@@H]1[C@@H](O[C@@](C1)(C(F)(F)F)C)C(=O)NC1=CC(=NC=C1)C(=O)NC)OC